2-hydroxy-1-fluoro-1-(pentafluorosulfanyl)-ethanesulfonyl fluoride OCC(S(=O)(=O)F)(S(F)(F)(F)(F)F)F